C(#C)C1=CC(N(C=2N=C(N=CC21)NC2=C(C=CC=C2)OC)C=2C=C(C=CC2)NC(CCC(=O)[O-])=O)=O.[OH-].[NH4+].[NH4+] ammonium hydroxid 2-((3-(5-Ethynyl-2-((2-methoxyphenyl)amino)-7-oxopyrido[2,3-d]pyrimidin-8(7H)-yl)phenyl)amino)-2-oxoethyl-acetate